CN1C(C=2N(CC1)C=C(N2)C(=O)OCC)C ethyl 7,8-dimethyl-5,6,7,8-tetrahydroimidazo[1,2-a]pyrazine-2-carboxylate